O1CCC(CC1)C=1C2=C(N=CN1)NC(=C2)C2=CC=C(C=C2)C2=CC(=NC=C2)C(=O)N 4-(4-(4-(tetrahydro-2H-pyran-4-yl)-7H-pyrrolo[2,3-d]pyrimidin-6-yl)phenyl)picolinamide